N-(3-Chloro-4-fluorophenyl)-N1-(4-fluorophenyl)-6-morpholin-4-yl-[1,3,5]triazine-2,4-diamine ClC=1C=C(C=CC1F)NC1N(C(=NC(=N1)N)N1CCOCC1)C1=CC=C(C=C1)F